5-[4-[[[6-(difluoromethoxy)-2-pyridinyl]amino]methyl]-2-fluoro-6-hydroxy-phenyl]-1,1-dioxo-1,2,5-thiadiazolidin-3-one FC(OC1=CC=CC(=N1)NCC1=CC(=C(C(=C1)O)N1CC(NS1(=O)=O)=O)F)F